[Br-].C(CCCCCCCCCCC)C=1NC=CN1 dodecyl-imidazole bromide salt